C1=CC=CC=2C3=CC=CC=C3C(C12)COC(=O)N([C@H](C(=O)O)CC1=C(C=CC=C1)C(F)(F)F)C (2S)-2-[9H-fluoren-9-ylmethoxycarbonyl-(methyl)amino]-3-[2-(trifluoromethyl)phenyl]propionic acid